2-oxo-N-(2-propyl-9H-thioxanthen-9-yl)-6-(trifluoromethyl)-1,2-dihydropyridine-3-carboxamide O=C1NC(=CC=C1C(=O)NC1C2=CC=CC=C2SC=2C=CC(=CC12)CCC)C(F)(F)F